P(=O)([O-])([O-])[O-].[Mn+2].[C+4].C(C)(=O)C(CC[C@H](N)C(=O)O)NO.P(=O)([O-])([O-])[O-] 5-acetyl-N5-hydroxy-L-ornithine carbon manganese phosphate